3-(3-bromophenyl)-3-(4-methyl-4H-1,2,4-triazol-3-yl)cyclobutanone BrC=1C=C(C=CC1)C1(CC(C1)=O)C1=NN=CN1C